ClC=1C(N(C(=CC1OCC1=NC=C(C=C1F)F)C)C1=CC(=NC=C1C)C1=NN(C=C1)C(C(=O)N)(C)C)=C=O 2-(3-(3-chloro-4-((3,5-difluoropyridin-2-yl)methoxy)-5',6-Dimethyl-2-carbonyl-2H-[1,4'-bipyridine]-2'-yl)-1H-pyrazol-1-yl)-2-methylpropanamide